C1=CC(=S)NC=C1 Pyridinethione